FC(CCC1N(S(C2=C(N(C1)C(=O)OC(C)(C)C)C=C(C(=C2)OC)C(F)(F)F)(=O)=O)C)(C)F tert-butyl 3-(3,3-difluorobutyl)-8-methoxy-2-methyl-7-(trifluoromethyl)-3,4-dihydrobenzo[f][1,2,5]thiadiazepine-5(2H)-carboxylate 1,1-dioxide